PC(C(C(=O)O)P)C(=O)O bis-phosphinosuccinic acid